(S)-15-((2S,4R)-4-hydroxyl-2-((4-(4-methylthiazol-5-yl)benzyl)carbamoyl)pyrrolidine-1-carbonyl)-16,16-dimethyl-13-oxo-4,7,10-trioxa-14-Azaheptadecanoic acid O[C@@H]1C[C@H](N(C1)C(=O)[C@@H](NC(CCOCCOCCOCCC(=O)O)=O)C(C)(C)C)C(NCC1=CC=C(C=C1)C1=C(N=CS1)C)=O